ClC=1C=C(C=CC1)C(=O)N1CC(/C(/CC1)=C/C#CC1CCCCC1)(C)C (3-chlorophenyl)[(4E)-4-(3-cyclohexylprop-2-yn-1-ylidene)-3,3-dimethylpiperidin-1-yl]methanone